[Th].N1CCC(CC1)[C@@H](C)O (1R)-1-(4-piperidinyl)ethanol Thorium